10-Fluoro-2-methyl-6-((S)-1-methylpyrrolidin-2-yl)-2,3,4,4a,6,7-hexahydro-8-oxa-3,5a,9,12,13c-Pentazanaphtho[3,2,1-de]anthracene-5(1H)-one FC1=CN=CC2=C3C=4N(C(COC4N=C12)[C@H]1N(CCC1)C)C(C1CNC(CN13)C)=O